CO[C@H](C(=O)O)C1=CC=CC=C1 (S)-2-methoxy-2-phenyl-acetic acid